4-[[(2r,3s,4s,5r)-3-(5-chloro-3,4-difluoro-2-methoxy-phenyl)-4,5-dimethyl-5-(trifluoromethyl)tetrahydrofuran-2-carbonyl]amino]pyridine-2-carboxamide ClC=1C(=C(C(=C(C1)[C@H]1[C@@H](O[C@]([C@H]1C)(C(F)(F)F)C)C(=O)NC1=CC(=NC=C1)C(=O)N)OC)F)F